(5S)-5-phenyl-N-[(3S)-5-methyl-4-oxo-2,3-dihydro-1,5-benzoxazepine-3-yl]-6,7-dihydro-5H-pyrrolo[1,2-b][1,2,4]Triazole-2-carboxamide C1(=CC=CC=C1)[C@@H]1CCC=2N1N=C(N2)C(=O)N[C@H]2COC1=C(N(C2=O)C)C=CC=C1